4-hydroxy-3,5-diisopropylbenzonitrile OC1=C(C=C(C#N)C=C1C(C)C)C(C)C